1-(5-[(5-chlorothiophen-2-yl)methyl]amino-3-(piperidin-3-yl)-1H-pyrazol-1-yl)-3-methoxy-2,2-dimethylpropan-1-one ClC1=CC=C(S1)CNC1=CC(=NN1C(C(COC)(C)C)=O)C1CNCCC1